C(C)(C)(C)OC(N(CC)C1=C(C(=CC=C1F)N)F)=O (3-Amino-2,6-difluorophenyl)(ethyl)carbamic acid tert-butyl ester